trans-2-[2-(5-[18F]fluorotridecyl)cyclopropyl]acetic acid [18F]C(CCCC[C@H]1[C@@H](C1)CC(=O)O)CCCCCCCC